2-[6-amino-5-[8-[2-[3-(3-cyclopropylazetidin-1-yl)prop-1-ynyl]-4-pyridinyl]-3,8-diazabicyclo[3.2.1]oct-3-yl]pyridazin-3-yl]phenol NC1=C(C=C(N=N1)C1=C(C=CC=C1)O)N1CC2CCC(C1)N2C2=CC(=NC=C2)C#CCN2CC(C2)C2CC2